O=C1N(CC2=CC(=CC=C12)C1CCN(CC1)CC=1N=C2N(C=CC(=C2)C=2C=NC=CC2)C1)C1C(NC(CC1)=O)=O 3-(1-oxo-5-(1-((7-(pyridin-3-yl)imidazo[1,2-a]pyridin-2-yl)methyl)piperidin-4-yl)isoindolin-2-yl)piperidine-2,6-dione